C(C)C(COP(OCC(CCCC)CC)(=O)C(C)(C)N(CC(CCCC)CC)CC(CCCC)CC)CCCC 1-(N,N'-bis(2-ethylhexyl)amino)-1-methylethylphosphonic acid bis(2-ethylhexyl) ester